(R)-N-(3-(5-((1-acryloylazetidin-2-yl)methoxy)-6-aminopyrimidin-4-yl)-5-fluoro-2-methylphenyl)-4-cyclopropyl-2-fluorobenzamide C(C=C)(=O)N1[C@H](CC1)COC=1C(=NC=NC1N)C=1C(=C(C=C(C1)F)NC(C1=C(C=C(C=C1)C1CC1)F)=O)C